ClC1=C(C=CC=C1B1OC(C(O1)(C)C)(C)C)C1=NN2C(C(CCC2)=O)=C1 2-[2-chloro-3-(4,4,5,5-tetramethyl-1,3,2-dioxaborolan-2-yl)phenyl]-6,7-dihydro-5H-pyrazolo[1,5-a]pyridin-4-one